S1CSC2C1=CC=CC2 4H-1,3-benzodithiolane